FC(S(=O)(=O)OC1=C(C=CC(=C1)C)C(C)C)(F)F (2-isopropyl-5-methyl-phenyl) trifluoromethanesulfonate